C(N)(=O)OP(=O)(O)O.N1(C=NC=C1)CCCCCCOC1=NC=NC2=CC=CC=C12 4-((6-(1H-imidazol-1-yl)hexyl)oxy)quinazoline CARBAMOYL-PHOSPHAT